(S)-N-(3-(6-amino-5-(2-(but-2-ynylamino)propoxy)pyrimidin-4-yl)-5-fluoro-2-methylphenyl)-4-cyclopropyl-2-fluorobenzamide NC1=C(C(=NC=N1)C=1C(=C(C=C(C1)F)NC(C1=C(C=C(C=C1)C1CC1)F)=O)C)OC[C@H](C)NCC#CC